ClC1=C(C=CC(=C1)Cl)NC(=O)[C@]1(C=2C=CC=NC2C(CC1)=O)F (S)-N-(2,4-dichlorophenyl)-5-fluoro-8-oxo-5,6,7,8-tetrahydro-quinoline-5-carboxamide